2-((3-(oct-7-yn-1-yl)-1,2,4-oxadiazol-5-yl)methyl)acrylic acid C(CCCCCC#C)C1=NOC(=N1)CC(C(=O)O)=C